1-(3-bromo-5-fluoro-phenyl)-2-methyl-imidazole BrC=1C=C(C=C(C1)F)N1C(=NC=C1)C